4-(2-methoxyphenyl)butan-2-amine COC1=C(C=CC=C1)CCC(C)N